C(=O)NC1=CC2=C(NC(=N2)C2=CC(=NN2)NC(C2=CC=C(C=C2)NC2CCN(CC2)C)=O)C=C1 N-(5-(5-formylamino-1H-benzo[d]imidazol-2-yl)-1H-pyrazol-3-yl)-4-((1-methylpiperidin-4-yl)amino)benzamide